The molecule is a taxifolin that has (2R,3S)-configuration. It has a role as a metabolite. It is an enantiomer of a (+)-epitaxifolin. C1=CC(=C(C=C1[C@@H]2[C@@H](C(=O)C3=C(C=C(C=C3O2)O)O)O)O)O